N-((2-(tert-butyl)-5-(4,4,5,5-tetramethyl-1,3,2-dioxaborolan-2-yl)phenyl)carbamoyl)-1-isopropyl-1H-pyrazole-4-sulfonamide C(C)(C)(C)C1=C(C=C(C=C1)B1OC(C(O1)(C)C)(C)C)NC(=O)NS(=O)(=O)C=1C=NN(C1)C(C)C